4-(((1r,4r)-4-((tert-Butyldimethylsilyl)oxy)cyclohexyl)amino)-2-((2-fluorobutyl)amino)pyrimidine-5-carboxylic acid [Si](C)(C)(C(C)(C)C)OC1CCC(CC1)NC1=NC(=NC=C1C(=O)O)NCC(CC)F